tert-butyl N-{1-[3-(3-amino-2-chlorophenyl)-1-{[2-(trimethylsilyl)ethoxy] methyl}pyrazolo[3,4-b]pyrazin-6-yl]-4-methylpiperidin-4-yl}carbamate NC=1C(=C(C=CC1)C1=NN(C2=NC(=CN=C21)N2CCC(CC2)(C)NC(OC(C)(C)C)=O)COCC[Si](C)(C)C)Cl